N-(4-(2-amino-3-(3-methyl-3-(piperazin-1-yl)but-1-ynyl)pyridin-4-yloxy)-3-fluorophenyl)-3-(4-fluorophenyl)-1-isopropyl-2,4-dioxo-1,2,3,4-tetrahydropyrimidine-5-carboxamide NC1=NC=CC(=C1C#CC(C)(N1CCNCC1)C)OC1=C(C=C(C=C1)NC(=O)C=1C(N(C(N(C1)C(C)C)=O)C1=CC=C(C=C1)F)=O)F